O1CCC(CC1)C=1N=C2N(C=C(C(=C2)OCCC2COCC2)C(=O)N)C1 2-(tetrahydro-2H-pyran-4-yl)-7-(2-(tetrahydrofuran-3-yl)ethoxy)imidazo[1,2-a]Pyridine-6-carboxamide